C(C)N(C1CCN(CC1)C=1C(=C2C(=CN1)NC(=C2C(C)C)C=2C=C(C=1N(C2)N=CN1)C)C)C n-ethyl-1-(3-isopropyl-4-methyl-2-(8-methyl-[1,2,4]triazolo[1,5-a]pyridin-6-yl)-1H-pyrrolo[2,3-c]pyridin-5-yl)-N-methylpiperidin-4-amine